tris(3,5-xylene) phosphate P(=O)(O)(O)O.C1=CC(=CC(=C1)C)C.C1=CC(=CC(=C1)C)C.C1=CC(=CC(=C1)C)C